5-(bromomethyl)-3-chloro-N-[2-fluoro-5-[2-(3-hydroxypropyl)phenyl]phenyl]-2-methoxybenzenesulfonamide BrCC=1C=C(C(=C(C1)S(=O)(=O)NC1=C(C=CC(=C1)C1=C(C=CC=C1)CCCO)F)OC)Cl